4-(9H-pyrimido[4,5-b]indol-2-yl)phenol N1=C(N=CC2=C1NC1=CC=CC=C21)C2=CC=C(C=C2)O